FC(C1=C(CN2CCC(CC2)[C@@H]2NC3=CC(=CC=C3CC2)[C@@H]([C@@H](C(=O)O)C)C2CC2)C=C(C=C1)C(F)(F)F)(F)F |o1:11| (2S,3R)-3-((R or S)-2-(1-(2,5-bis(trifluoro-methyl)-benzyl)piperidin-4-yl)-1,2,3,4-tetrahydroquinolin-7-yl)-3-cyclopropyl-2-methylpropanoic acid